N-(4-(2-chloro-5-fluorophenyl)-1-(2-(methylamino)-2-oxoethyl)-6-oxo-4,5,6,7-tetrahydro-1H-pyrazolo[4,3-c]pyridin-3-yl)-3-fluoro-5-(trifluoromethyl)benzamide ClC1=C(C=C(C=C1)F)C1NC(CC2=C1C(=NN2CC(=O)NC)NC(C2=CC(=CC(=C2)C(F)(F)F)F)=O)=O